3-methyl-1-(5-(4-(trifluoromethyl)phenyl)-1,3,4-thiadiazol-2-yl)-1H-pyrazole-5-carboxylic acid methyl ester COC(=O)C1=CC(=NN1C=1SC(=NN1)C1=CC=C(C=C1)C(F)(F)F)C